BrC=1C(=C(C=CC1)NC(=O)C1=NN2C([C@H](CCC2)N(C)C)=C1)Cl (4S)-N-(3-bromo-2-chloro-phenyl)-4-(dimethylamino)-4,5,6,7-tetrahydropyrazolo[1,5-a]pyridine-2-carboxamide